ClC1(C(C(CCC1)(Cl)Cl)=O)Cl 2,2,6,6-tetrachlorocyclohexanone